FC=1C=CC(=NC1)C1=NN(C(=C1)CO)CC1(CC1)O 1-((3-(5-fluoropyridin-2-yl)-5-(hydroxymethyl)-1H-pyrazol-1-yl)methyl)cyclopropanol